C(CCCCCCC\C=C/C\C=C/CCCCC)(=O)OCC(COC(CCC(OCCCCCCCC)OCCCCCCCC)=O)COC(NC1CN(C1)C)=O 3-((4,4-bis(octyloxy)butanoyl)oxy)-2-((((1-methylazetidin-3-yl)carbamoyl)oxy)-methyl)propyl (9Z,12Z)-octadeca-9,12-dienoate